4-Fluoro-5-(2-fluorophenyl)-1H-pyrrole-3-carbaldehyde FC=1C(=CNC1C1=C(C=CC=C1)F)C=O